sodium dodecyl ethyl-sulfonate C(C)S(=O)(=O)OCCCCCCCCCCCC.[Na]